C[SiH](C=CN(C)C)C dimethyl-(dimethylamino)vinyl-silane